3-(R)-hydroxy-4,4-dimethylpentanamide O[C@H](CC(=O)N)C(C)(C)C